2-bromo-3-(bromomethyl)-4-fluoro-1-methylbenzene BrC1=C(C=CC(=C1CBr)F)C